5α-hydroxy-6β-[4-(3-aminopropylamino)butylamino]-campestan-3β-ol O[C@]12[C@@H](C[C@H]3[C@@H]4CC[C@H]([C@@H](CC[C@H](C(C)C)C)C)[C@]4(CC[C@@H]3[C@]2(CC[C@@H](C1)O)C)C)NCCCCNCCCN